OC1=CC=C(C=C1)C=1C2=CC=C(N2)C(=C2C=CC(C(=C3C=CC(=C(C=4C=CC1N4)C4=CC=C(C=C4)O)N3)C3=CC=C(C=C3)O)=N2)C2=CC=C(C=C2)O 5,10,15,20-Tetrakis(4-hydroxy-phenyl)-21H,23H-porphine